S(=O)(=O)(O)C(C(=O)[O-])CCCCCCCCCCCC.[Na+] sodium alpha-sulfomyristate